The molecule is an inositol phosphomannosylinositol phosphoceramide compound having a tetracosanoyl group attached to the ceramide nitrogen. It has a role as a Saccharomyces cerevisiae metabolite. It derives from a Man-beta1-2-Ins-1-P-Cer(d18:0/24:0). It is a conjugate acid of an Ins-1-P-6-Man-beta1-2-Ins-1-P-Cer(d18:0/24:0)(2-). CCCCCCCCCCCCCCCCCCCCCCCC(=O)N[C@@H](COP(=O)(O)O[C@@H]1[C@@H]([C@@H]([C@H]([C@@H]([C@H]1O[C@H]2[C@H]([C@H]([C@@H]([C@H](O2)COP(=O)(O)OC3[C@@H]([C@H](C([C@H]([C@H]3O)O)O)O)O)O)O)O)O)O)O)O)[C@@H](CCCCCCCCCCCCCCC)O